6-[4-(3-Fluoro-5-formylpyridin-2-yl)-2,3-dihydroindol-1-yl]-N-[(1R,2R)-2-methoxycyclobutyl]-8-{[(4-methoxyphenyl)methyl](methyl)amino}imidazo[1,2-b]pyridazine-3-carboxamide FC=1C(=NC=C(C1)C=O)C1=C2CCN(C2=CC=C1)C=1C=C(C=2N(N1)C(=CN2)C(=O)N[C@H]2[C@@H](CC2)OC)N(C)CC2=CC=C(C=C2)OC